C(C)SC(CC1CC(=C(CC1)C(CC)=O)O)C 5-[2-(ethylthio)propyl]-2-propionyl-3-hydroxy-2-cyclohexene